C(CC(O)(C(=O)[O-])CC(=O)[O-])(=O)OCCCCCCCCCCCCCCCCCC stearyl citrate